BrC1=CC(=C(C=C1)S(=O)(=O)NC=1C=C(C=CC1)NC(=O)C=1OC=CC1)Cl N-(3-((4-bromo-2-chlorophenyl)sulfonamido)phenyl)furan-2-carboxamide